ClC=1N=C(C2=C(N1)C=C(C=N2)Cl)N2C[C@H]1CC[C@@H](C2)N1C(=O)OC(C)(C)C tert-butyl (1R,5S)-3-(2,7-dichloropyrido[3,2-d]pyrimidin-4-yl)-3,8-diazabicyclo[3.2.1]octane-8-carboxylate